tert-butyl ((1S,3R)-3-(2-(methylsulfonyl)-6-(1-((2-(trimethylsilyl)ethoxy)methyl)-1H-1,2,4-triazol-3-yl)-1H-imidazo[4,5-c]pyridin-1-yl)cyclohexyl)carbamate CS(=O)(=O)C=1N(C2=C(C=NC(=C2)C2=NN(C=N2)COCC[Si](C)(C)C)N1)[C@H]1C[C@H](CCC1)NC(OC(C)(C)C)=O